(2S)-2-methyl-1-((3-methyl-1,2,4-oxadiazol-5-yl)methyl)piperazine C[C@@H]1N(CCNC1)CC1=NC(=NO1)C